NCC(=O)N[C@@H](CCCCN)C(=O)N[C@@H](CCCCN)C(=O)O glycyl-L-lysyl-L-lysine